4-[6-(2-cyano-1,1-dimethyl-ethyl)-7-(4-fluorophenyl)-1H-pyrrolo[3,2-f]indazol-5-yl]benzoic acid C(#N)CC(C)(C)C1=C(C=2C=C3C=NNC3=CC2N1C1=CC=C(C=C1)F)C1=CC=C(C(=O)O)C=C1